asaryl ether C=1(C(OC)=CC(OC)=C(OC)C1)OC1=C(OC)C=C(OC)C(OC)=C1